heptadecan-9-yl 8-((2-hydroxyethyl) (8-(nonyloxy)-8-oxooctyl)amino)octanoate OCCN(CCCCCCCC(=O)OC(CCCCCCCC)CCCCCCCC)CCCCCCCC(=O)OCCCCCCCCC